2-(3-(hydroxymethyl)quinolin-2-yl)quinazolin-4(3H)-one OCC=1C(=NC2=CC=CC=C2C1)C1=NC2=CC=CC=C2C(N1)=O